(cis)-tert-Butyl 4-(3-cyano-3-methylbutyl)-3,3-difluorohexahydropyrrolo[3,2-b]pyrrole-1(2H)-carboxylate C(#N)C(CCN1CC[C@@H]2N(CC([C@@H]21)(F)F)C(=O)OC(C)(C)C)(C)C